ClC1=CN=C2N1C=C(C=C2)S(=O)(=O)N(C)C(C(F)(F)F)C2=CC=C(C=C2)Cl 3-chloro-N-(1-(4-chlorophenyl)-2,2,2-trifluoroethyl)-N-methylimidazo[1,2-a]pyridine-6-sulfonamide